Cl.N[C@H]1CN(CCC1)C(=O)C1=CC2=C(N(C(=N2)C2=CC3=C(N2CC2CC2)C(OCC3)=O)C)C(=C1)OC (R)-2-(5-(3-aminopiperidine-1-carbonyl)-7-methoxy-1-methyl-1H-benzo[d]imidazol-2-yl)-1-(cyclopropylmethyl)-4,5-dihydropyrano[3,4-b]pyrrole-7(1H)-one hydrochloride